2-[(1R)-2,2-difluorocyclopropyl]-7-ethoxy-N-(6-methoxy-2-pyridinyl)imidazo[1,2-a]pyridine-6-carboxamide FC1([C@H](C1)C=1N=C2N(C=C(C(=C2)OCC)C(=O)NC2=NC(=CC=C2)OC)C1)F